(1r,4r)-4-(3-bromoanilino)-5'-iodo-1'-methyl-2'-oxo-1',2'-dihydrospiro[cyclohexane-1,3'-indole]-4-carboxylic acid BrC=1C=C(NC2(CCC3(C(N(C4=CC=C(C=C34)I)C)=O)CC2)C(=O)O)C=CC1